[4-(chloromethyl)phenyl]-3-methoxypyridine ClCC1=CC=C(C=C1)C1=NC=CC=C1OC